2-(2-butyl-4-methyl-6-carbonyl-1,6-dihydropyrimidin-5-yl)acetic acid C(CCC)C=1NC(C(=C(N1)C)CC(=O)O)=C=O